2-{6-[(3R,5S)-3,5-dimethylpiperazin-1-yl]pyridazin-3-yl}-5-(2-methylimidazo[1,2-a]pyridin-6-yl)pyridin-3-ol C[C@@H]1CN(C[C@@H](N1)C)C1=CC=C(N=N1)C1=NC=C(C=C1O)C=1C=CC=2N(C1)C=C(N2)C